6-bromo-7-fluoro-3,4-dihydronaphthalen-1(2H)-one BrC=1C=C2CCCC(C2=CC1F)=O